(4-(1-methyl-1H-indol-3-yl)pyrimidin-2-yl)benzene-1,3-diamine CN1C=C(C2=CC=CC=C12)C1=NC(=NC=C1)C1=C(C=CC=C1N)N